ClC=1C=NC(=NC1)[C@H]([C@H](C)S(=O)(=O)NC1=NN=C(N1C1=C(C=CC=C1OC)OC)C[C@H]1OCCC1)C (2S,3R)-3-(5-chloro-2-pyrimidinyl)-N-(4-(2,6-dimethoxyphenyl)-5-((2S)-tetrahydro-2-furanylmethyl)-4H-1,2,4-triazol-3-yl)-2-butanesulfonamide